N-(5-(3,5-difluorobenzyl)-1H-indazol-3-yl)-4-(4-(2-((1-(2,6-dioxopiperidin-3-yl)-1H-indol-5-yl)amino)ethyl)piperazin-1-yl)-2-((tetrahydro-2H-pyran-4-yl)amino)benzamide FC=1C=C(CC=2C=C3C(=NNC3=CC2)NC(C2=C(C=C(C=C2)N2CCN(CC2)CCNC=2C=C3C=CN(C3=CC2)C2C(NC(CC2)=O)=O)NC2CCOCC2)=O)C=C(C1)F